N-ethyl-N'-(2-fluoro-4-(3-((2-fluorobenzyl)oxy)oxetan-3-yl)-5-methylphenyl)-N-methylformimidamide C(C)N(C=NC1=C(C=C(C(=C1)C)C1(COC1)OCC1=C(C=CC=C1)F)F)C